methyl N-(4-{[3-methoxy-4-(2-methyl-2H-1,2,3,4-tetrazol-5-yl)pyridin-2-yl]amino}-5-[(2H3)methylcarbamoyl]pyridin-2-yl)carbamate COC=1C(=NC=CC1C=1N=NN(N1)C)NC1=CC(=NC=C1C(NC([2H])([2H])[2H])=O)NC(OC)=O